indolespiropyran O1C2(C=CC=C1)N=C1C=CC=CC1=C2